(4-(3-(1-(2-(trifluoromethyl)quinolin-4-yl)piperazine-4-carbonyl)piperidine-1-carbonyl)phenyl)acetamide FC(C1=NC2=CC=CC=C2C(=C1)N1CCN(CC1)C(=O)C1CN(CCC1)C(=O)C1=CC=C(C=C1)CC(=O)N)(F)F